FC=1C(=C(C=CC1F)C1CCN(CC1)C(=O)C1=NNC=2CN(CCC21)CC)C(F)(F)F (4-(3,4-difluoro-2-(trifluoromethyl)phenyl)piperidin-1-yl)(6-ethyl-4,5,6,7-tetrahydro-1H-pyrazolo[3,4-c]pyridin-3-yl)methanone